C(C)(C)C1=CC=C(C=C1)C#CC1=CN(C2=NC=C(C=C21)NC(C=C)=O)C N-(3-((4-Isopropylphenyl)ethynyl)-1-methyl-1H-pyrrolo[2,3-b]pyridin-5-yl)acrylamide